2-chloropyrimidine-4,5-diamine ClC1=NC=C(C(=N1)N)N